2-chloro-5-[3-[2-methyl-5-(1,1,2,2,2-pentafluoroethyl)-4-(trifluoromethyl)pyrazol-3-yl]isoxazol-5-yl]-N-[(1S,2S)-2-(trifluoromethyl)cyclopropyl]benzamide ClC1=C(C(=O)N[C@@H]2[C@H](C2)C(F)(F)F)C=C(C=C1)C1=CC(=NO1)C=1N(N=C(C1C(F)(F)F)C(C(F)(F)F)(F)F)C